COC=1C=C(C=C(C1)OC)OC(CC)=O.C(C(O)C1=CC=CC=C1)(=O)O mandelic acid 3,5-dimethoxyphenylpropanoate